methyl 3-[2-[2-chloro-5-(3,5-dimethyl-2,6-dioxo-4-thioxo-1,3,5-triazinan-1-yl)-4-fluoro-phenyl]sulfanylpropanoylamino]propanoate ClC1=C(C=C(C(=C1)F)N1C(N(C(N(C1=O)C)=S)C)=O)SC(C(=O)NCCC(=O)OC)C